N-(2-Fluoro-2'-hydroxy-3'-(3-(piperazin-1-yl)isoxazol-5-yl)-[1,1'-biphenyl]-4-yl)acetamide 2,2,2-trifluoroacetate FC(C(=O)O)(F)F.FC1=C(C=CC(=C1)NC(C)=O)C1=C(C(=CC=C1)C1=CC(=NO1)N1CCNCC1)O